The molecule is a quadruply-charged organic cation arising from protonation of the four amino groups of 2'-oxokanamycin A; major species at pH 7.3. It is an organic cation and an ammonium ion derivative. It is a conjugate acid of a 2'-oxokanamycin. C1[C@H]([C@@H]([C@H]([C@@H]([C@H]1[NH3+])O[C@@H]2C(=O)[C@H]([C@@H]([C@H](O2)C[NH3+])O)O)O)O[C@@H]3[C@@H]([C@H]([C@@H]([C@H](O3)CO)O)[NH3+])O)[NH3+]